N4-[1-[4-chloro-1-(difluoromethyl)pyrazol-3-yl]-1-methyl-ethyl]-6-(1-methylindazol-6-yl)-1,3,5-triazine-2,4-diamine ClC=1C(=NN(C1)C(F)F)C(C)(C)NC1=NC(=NC(=N1)C1=CC=C2C=NN(C2=C1)C)N